NC1=NC=2C=C(C(=CC2C2=C1C=NN2C)C(=O)N([C@@H]2COC1=C2C=CC(=C1)C#CC1=NN(C=C1)C)C)F (S)-4-amino-7-fluoro-N,1-dimethyl-N-(6-((1-methyl-1H-pyrazol-3-yl)ethynyl)-2,3-dihydrobenzofuran-3-yl)-1H-pyrazolo[4,3-c]quinoline-8-carboxamide